COC1=CC=C2C=NN(C2=C1NS(=O)(=O)C=1C=NC(=CC1)N1C(N(C=C1)C)=O)C N-(6-METHOXY-1-METHYL-1H-INDAZOL-7-YL)-6-(3-METHYL-2-OXO-2,3-DIHYDRO-1H-IMIDAZOL-1-YL)PYRIDINE-3-SULFONAMIDE